3-(methanesulfonylmethyl)azetidine CS(=O)(=O)CC1CNC1